2,2,4,4-tetramethyl-pentane CC(C)(CC(C)(C)C)C